FC(OC1=CC(=NN1)NC1=CN=CC(=N1)O[C@@H]1C[C@@H](CN(CC1)C(=O)OC(C)(C)C)C)F tert-butyl (3S,5R)-5-((6-((5-(difluoromethoxy)-1H-pyrazol-3-yl)amino)pyrazin-2-yl)oxy)-3-methylazepane-1-carboxylate